(Rac)-4-(4-chlorophenyl)azepane-1-carboxylic acid tert-butyl ester C(C)(C)(C)OC(=O)N1CC[C@@H](CCC1)C1=CC=C(C=C1)Cl |r|